C(C)(C)(C)C1=NOC(=N1)C(=O)N[C@H]1CC2=C(CCC1)C=C(C=C2)C2=CC(=NC=C2)NC(=O)[C@@H]2CC21CC1 3-(tert-butyl)-N-((R)-2-(2-((R)-spiro[2.2]pentane-1-carboxamido)pyridin-4-yl)-6,7,8,9-tetrahydro-5H-benzo[7]annulen-6-yl)-1,2,4-oxadiazole-5-carboxamide